CN1C(C(=C(C=C1C)[O-])NC(N[C@@H](CC(=O)[O-])C=1C=C(C=CC1)C1=C(C=CC=C1)C)=O)=O.[Na+].[Na+] sodium (S)-3-(3-(1,6-dimethyl-4-oxido-2-oxo-1,2-dihydropyridin-3-yl)ureido)-3-(2'-methyl biphenyl-3-yl)propanoate